3-[(6R,8aS)-2-[4-chloro-2-(trifluoromethyl)phenyl]-6-methyl-3-oxo-5,6,8,8a-tetrahydro-1H-imidazo[1,5-a]pyrazin-7-yl]-6-(2-methoxyphenyl)pyridine-2-carboxylic acid ClC1=CC(=C(C=C1)N1C(N2[C@@H](CN([C@@H](C2)C)C=2C(=NC(=CC2)C2=C(C=CC=C2)OC)C(=O)O)C1)=O)C(F)(F)F